pyrano[2,3-b]indole O1C=CC=C2C1=NC1=CC=CC=C21